2-iodo-N-(1-tetrahydropyran-4-yl-4-piperidyl)-1-(2,2,2-trifluoroethyl)indol-4-amine IC=1N(C=2C=CC=C(C2C1)NC1CCN(CC1)C1CCOCC1)CC(F)(F)F